NC1=C(C=C(C=C1)C=1SC(=CC1)F)NC(C1=CC=C(C=C1)S(=O)(=N)C)=O N-[2-amino-5-(5-fluoro-2-thienyl)phenyl]-4-(methylsulfonimidoyl)benzamide